C(C)(=O)[O-].[Ru+3].NC1=C(C(=C(C=C1)P(C1=CC=CC=C1)C1=CC=CC=C1)N)N.C(C)(=O)[O-].C(C)(=O)[O-] triamino-triphenylphosphine ruthenium acetate